N-(3-Fluoro-4-((4-(trifluoromethyl)benzyl)amino)phenyl)nonanamid FC=1C=C(C=CC1NCC1=CC=C(C=C1)C(F)(F)F)NC(CCCCCCCC)=O